C(C1=CC=CC=C1)OC1=C2C(=C(N(C2=CC=C1)C1=CC(=C(C=C1)F)OC)C(CO)(C)C)C1=CC=C(C(=O)OC)C=C1 methyl 4-[4-benzyloxy-1-(4-fluoro-3-methoxy-phenyl)-2-(2-hydroxy-1,1-dimethyl-ethyl)indol-3-yl]benzoate